FC(C(=O)OC1=CC=C2C3=C1O[C@@H]1[C@]34CCN([C@@H]([C@@]4(CCC1=O)O)C2)CC=C)(C(C(C(C(=O)OC2=CC=C1C4=C2O[C@@H]2[C@]43CCN([C@@H]([C@@]3(CCC2=O)O)C1)CC=C)(F)F)(F)F)(F)F)F bis((4R,4aS,7aR,12bS)-3-allyl-4a-hydroxy-7-oxo-2,3,4,4a,5,6,7,7a-octahydro-1H-4,12-methanobenzofuro[3,2-e]isoquinolin-9-yl) 2,2,3,3,4,4,5,5-octafluorohexanedioate